Cl.Cl.FC=1C=C(C=CC1)C[C@@H](CN)N(C)C (S)-3-(3-fluorophenyl)-N2,N2-dimethylpropane-1,2-diamine dihydrochloride